BrC(CCBr)OP(=O)(OC(CCBr)Br)OC(CCBr)Br tris(1,3-dibromopropyl)-phosphate